C(C)(C)(C)OC(=O)N[C@H]1C[C@@H]2[C@H](C[C@@H]3N(C1=O)[C@@H](CC3)C(=O)OC)O2 methyl (1aR,3S,6S,8aR,9aS)-3-((tert-butoxycarbonyl)amino)-4-oxodecahydrooxireno[2,3-d]pyrrolo[1,2-a]azocine-6-carboxylate